2'-fluoro-N4-acetylcytidine F[C@@]1([C@@H](O[C@@H]([C@H]1O)CO)N1C(=O)N=C(NC(C)=O)C=C1)O